COC=1C=C(C2=C(N(C(=N2)C(F)(F)F)COCC[Si](C)(C)C)C1)N[C@@H]1[C@H](COC2=CC=CC=C12)N1C[C@H](OCC1)C 6-methoxy-N-((3R,4S)-3-((R)-2-methylmorpholino)chroman-4-yl)-2-(trifluoromethyl)-1-((2-(trimethylsilyl)ethoxy)methyl)-1H-benzo[d]imidazol-4-amine